CC1=CC(=NC(=N1)N1C[C@@H](CC1)COC1=C(C=CC=C1)C(F)(F)F)C(=O)N |r| (±)-6-Methyl-2-(3-((2-(trifluoromethyl)phenoxy)methyl)pyrrolidin-1-yl)pyrimidine-4-carboxamide